[C@@H]1(OCCN2N=C3C=CC=CC3=C21)[C@H]2N(CCOC2)C(=O)OC(C)(C)C |r| tert-butyl (+/-)-(S)-3-((R)-3,4-dihydro-1H-[1,4]oxazino[4,3-b]indazol-1-yl)morpholine-4-carboxylate